C(C)OC(C=C)OCC Acrolein diethyl ketal